COC=1C(=NC(=NC1)C=1C=CC=C2CCN(C12)C)NCC1=CC=C(C=C1)C=1N(C=C(N1)C(F)(F)F)C 5-Methoxy-N-(4-(1-methyl-4-(trifluoromethyl)-1H-imidazol-2-yl)benzyl)-2-(1-methylindolin-7-yl)pyrimidin-4-amine